CN1C(N(C2=C1C=CC(=C2)S(=O)(=O)Cl)C)=O 1,3-dimethyl-2-oxo-2,3-dihydro-1H-benzo[d]imidazole-5-sulfonyl chloride